C(C(C)C)C1=CC(=NN1C1=CC(=NC=C1)C(C)C)NC1=C(C(=O)O)C=C(C=N1)C=1SC=CC1 2-((5-isobutyl-1-(2-isopropylpyridin-4-yl)-1H-pyrazol-3-yl)amino)-5-(thiophen-2-yl)nicotinic acid